1-eicosyl β-D-glucopyranoside O([C@H]1[C@H](O)[C@@H](O)[C@H](O)[C@H](O1)CO)CCCCCCCCCCCCCCCCCCCC